FC=1C=C2CCN(CC2=CC1NC=1N=C(C2=C(N1)NC=C2)NC2=C(C=CC=C2)S(=O)(=O)N(C)C)C 2-((2-((6-Fluoro-2-methyl-1,2,3,4-tetrahydroisoquinolin-7-yl)amino)-7H-pyrrolo[2,3-d]pyrimidin-4-yl)amino)-N,N-dimethylbenzenesulfonamide